N-(6-(5-chloro-6-fluoro-7-(methyl(1H-pyrazol-5-yl)amino)-1H-indazol-4-yl)imidazo[1,2-a]pyrazin-2-yl)-2-fluorocyclopropane-1-carboxamide ClC=1C(=C2C=NNC2=C(C1F)N(C1=CC=NN1)C)C=1N=CC=2N(C1)C=C(N2)NC(=O)C2C(C2)F